[O-2].[O-2].[In+3] Indium dioxid